The molecule is a 2-{4-[(6-chloro-1,3-benzoxazol-2-yl)oxy]phenoxy}-N-(2-fluorophenyl)-N-methylpropanamide that has R-configuration. It is an inhibitor of acetyl-coenzyme A carboxylase (ACCase) and a postemergence herbicide which exhibits high control efficacy against sensitive weeds, especially Echinochloa crus-galli in paddy fields. It has a role as an EC 6.4.1.2 (acetyl-CoA carboxylase) inhibitor and a phenoxy herbicide. It is an enantiomer of a (S)-metamifop. C[C@H](C(=O)N(C)C1=CC=CC=C1F)OC2=CC=C(C=C2)OC3=NC4=C(O3)C=C(C=C4)Cl